C1(CC1)C1=NN=C(O1)COC=1C=C(C=C2C(=NC=NC12)NCC=1N=NC(=CC1)C)C1=CC=C(C=C1)F 8-((5-cyclopropyl-1,3,4-oxadiazol-2-yl)methoxy)-6-(4-fluorophenyl)-N-((6-methylpyridazin-3-yl)methyl)quinazolin-4-amine